[4-[(2-hydroxytetradecyl)-oxyl]-phenyl]-phenyliodonium hexafluoroantimonate F[Sb-](F)(F)(F)(F)F.OC(COC1=CC=C(C=C1)[I+]C1=CC=CC=C1)CCCCCCCCCCCC